NC(C)(C)C1=NN=C(O1)[C@H](CC1=CNC2=CC=CC=C12)NC(=O)C1(CC2=CC=CC=C2C1)CC(=O)O (S)-2-(2-((1-(5-(2-aminopropan-2-yl)-1,3,4-oxadiazol-2-yl)-2-(1H-indol-3-yl)ethyl)carbamoyl)-2,3-dihydro-1H-inden-2-yl)acetic acid